COC(NCC1=C(C=CC(=C1)C1=NN(C=C1)C1=C(C=C(C=C1)OC)C)C)=O methyl({2-methyl-5-[1-(4-methoxy-2-methylphenyl)-1H-pyrazol-3-yl]phenyl}methyl)carbamate